C1(CC1)C=1N=NN(C1)[C@H](C(=O)N1[C@@H](C[C@H](C1)O)C(=O)NCC1=NC=CC(=C1)N(C)C)C(C)(C)C (2S,4r)-1-[(2S)-2-(4-cyclopropyl-triazol-1-yl)-3,3-dimethyl-butyryl]-N-[[4-(dimethylamino)-2-pyridinyl]methyl]-4-hydroxy-pyrrolidine-2-carboxamide